C(CC)[C@@H]1CC[C@H](CC1)COC1=C(C(=C(C=C1)OCCCCC)F)F 1-((trans-4-propylcyclohexyl)methoxy)-4-pentoxy-2,3-difluorobenzene